trans-3-methoxy-4-((2-oxoethoxy)methyl)pyrrolidine-1-carboxylic acid tert-butyl ester C(C)(C)(C)OC(=O)N1C[C@H]([C@@H](C1)COCC=O)OC